cyclopenteneN C1=CC=CC1